2-(methylsulfanyl)-1-(2-(4-(4-propylphenyl)-1H-imidazol-2-yl)piperidin-1-yl)propan-1-one CSC(C(=O)N1C(CCCC1)C=1NC=C(N1)C1=CC=C(C=C1)CCC)C